ethyl 3-(3-{[6-(benzyloxy)-2,2-dioxo-2H-1,2λ6,3-benzoxathiazin-3(4H)-yl]methyl}-4-methylphenyl)-3-[1-(2-hydroxyethyl)-4-methyl-1H-benzotriazol-5-yl]propanoate C(C1=CC=CC=C1)OC=1C=CC2=C(CN(S(O2)(=O)=O)CC=2C=C(C=CC2C)C(CC(=O)OCC)C2=C(C3=C(N(N=N3)CCO)C=C2)C)C1